C(C)C([C@@H](N)C(=O)[O-])C(=O)[O-] D-beta-ethyl-aspartate